CC1C2(C1)CCC(NC1=C2C=CC=C1)=O methyl-1,2,3,4-tetrahydrospiro[1-benzazepine-5,1-cyclopropane]-2-one